ClC1=C(C=C(CNC(C(C)(C)C)=O)C=C1)C#N N-(4-chloro-3-cyanobenzyl)-2,2-dimethylpropionamide